ClC1=CC(=C(C(=C1)C)C=1C(NC2(CCC3(OCCO3)CC2)C1O)=O)C 11-(4-chloro-2,6-dimethylphenyl)-12-hydroxy-1,4-dioxa-9-azadispiro[4.2.4.2]tetradeca-11-en-10-one